3-Cyanocyclobutyl(8-amino-6-(5-amino-4-methylpyridin-3-yl)-7-fluoroisoquinolin-3-yl)carbamate C(#N)C1CC(C1)N(C([O-])=O)C=1N=CC2=C(C(=C(C=C2C1)C=1C=NC=C(C1C)N)F)N